ClC1=C(OC2CN(CC2)C(CNC(=O)C=2N=CN(C2)C2=CC=CC=C2)=O)C=CC=C1 1-Phenyl-1H-imidazole-4-carboxylic acid {2-[3-(2-chloro-phenoxy)-pyrrolidin-1-yl]-2-oxo-ethyl}-amide